tert-butyl (3-(1-(5-chloro-4-fluoro-2-(methylthio)-8,9-dihydro-10H-7-oxa-1,3,6,10-tetraazacyclohepta[de]naphthalen-10-yl)ethyl)-5-methylpyridin-2-yl)carbamate ClC1=C(C=2N=C(N=C3C2C(=N1)OCCN3C(C)C=3C(=NC=C(C3)C)NC(OC(C)(C)C)=O)SC)F